C(C)(=O)N\N=C\C=1C=C(C(=O)NC=2SC(=CN2)C2=CC(=CC=C2)N2CCCC2)C=C(C1O)F (E)-3-((2-acetylhydrazono)methyl)-5-fluoro-4-hydroxy-N-(5-(3-(pyrrolidin-1-yl)phenyl)thiazol-2-yl)benzamide